CN(CCN1N=C2C=CC(=CC2=C1C=1CCN(CC1)C(=O)OC(C)(C)C)B1OC(C(O1)(C)C)(C)C)C tert-Butyl 4-(2-(2-(dimethylamino)ethyl)-5-(4,4,5,5-tetramethyl-1,3,2-dioxaborolan-2-yl)-2H-indazol-3-yl)-3,6-dihydropyridine-1(2H)-carboxylate